CCCCCCCOC(C(CCCCCCCC)CCCCCCCC)=O 2-octyldecanoic acid-7-heptyl ester